4-Cyclopropyl-2-[[(3S)-3-methylpiperidin-1-yl]methyl]-6-[3-[5-(4-propan-2-yl-1,2,4-triazol-3-yl)spiro[2.3]hexan-5-yl]phenyl]-1H-pyrrolo[2,3-c]pyridin-7-one C1(CC1)C=1C2=C(C(N(C1)C1=CC(=CC=C1)C1(CC3(CC3)C1)C1=NN=CN1C(C)C)=O)NC(=C2)CN2C[C@H](CCC2)C